ClC1=C(OC2CCC3(CN(C3)C(=O)C3CC(C3)(C)O)CC2)C=C(C=C1)C (7-(2-Chloro-5-methylphenoxy)-2-azaspiro[3.5]nonan-2-yl)((1s,3s)-3-hydroxy-3-methylcyclobutyl)methanone